ClC1=CC=C(C(=N1)C(=O)N)O[C@H](C)C=1C=C(C=C2C(C(=C(OC12)C=1C=CC2=C(N=C(S2)C)C1)C)=O)C 6-Chloro-3-[(1R)-1-[3,6-dimethyl-2-(2-methyl-1,3-benzothiazol-5-yl)-4-oxo-chromen-8-yl]ethoxy]pyridine-2-carboxamide